C(C(C)C)C=1C=CC(=C(C1)N1CCN(CC1)CC=1SC2=C(N1)C=CC=C2)C=2N=NNN2 2-[[4-[5-isobutyl-2-(2H-tetrazol-5-yl)phenyl]piperazin-1-yl]methyl]-1,3-benzothiazole